cyclopentyl-2-(pyridin-4-yl)pyrido[3,4-d]pyrimidin-4-amine C1(CCCC1)C1=CN=CC=2N=C(N=C(C21)N)C2=CC=NC=C2